ClC=1C=C(C(=C(C1)C=1C(=NN(C1)C1=CC=C(C=N1)N1CCN(CC1)C(=O)OC(C)(C)C)C1=CC=NC=C1)F)NS(N(C)CC)(=O)=O tert-butyl 4-{6-[4-(5-chloro-3-{[ethyl(methyl)sulfamoyl]amino}-2-fluorophenyl)-3-(pyridin-4-yl)pyrazol-1-yl]pyridin-3-yl}piperazine-1-carboxylate